[Cl-].[Cl-].[Cl-].CC1C(=C(C2=C(C=CC=C12)[Ti+3])C)C 1,2,3-trimethylindenyl-titanium trichloride